NC1=C(C=C(C(=C1)Br)F)SC[C@@H](C(=O)O)NC(=O)OC(C)(C)C (2R)-3-(2-amino-4-bromo-5-fluoro-phenyl)sulfanyl-2-(tertbutoxycarbonylamino)propanoic acid